C(N)(OC=1C=C(C2=C(NC(=N2)C(F)F)C1)OC)=O (2-(difluoromethyl)-4-methoxy-1H-benzo[d]imidazol-6-yl) carbamate